F[C@@H]1[C@H](CN(C1)C)O (3S,4S)-4-fluoro-1-methylpyrrolidin-3-ol